N-(4-Cyano-1H-imidazol-5-yl)-1-ethyl-2-(2,2,2-trifluoro-1-(4-fluorophenyl)-1-hydroxyethyl)-1H-benzo[d]imidazole-6-carboxamide C(#N)C=1N=CNC1NC(=O)C=1C=CC2=C(N(C(=N2)C(C(F)(F)F)(O)C2=CC=C(C=C2)F)CC)C1